tert-butyl 3-((2-chloro-6-(trifluoromethyl)pyridin-3-yl)ethynyl)-3-((4-methoxybenzyl)amino)pyrrolidine-1-carboxylate ClC1=NC(=CC=C1C#CC1(CN(CC1)C(=O)OC(C)(C)C)NCC1=CC=C(C=C1)OC)C(F)(F)F